C(CCCCCCCCCCCCCCC(C)C)(=O)O.C(O)C(CC)(CO)CO.C(O)C(CC)(CO)CO ditrimethylolpropane isostearate